OC1=C(C(=CC=2C(C3=CC=CC=C3C(C12)=O)=O)O)COC 1,3-Dihydroxy-2-methoxymethylanthraquinone